O=C(CC#N)C1=CC=C(C=C1)OC 3-oxo-3-(p-methoxyphenyl)propionitrile